N-[1-(2,3-difluorophenyl)propyl]-2-methylpropane-2-sulfinamide FC1=C(C=CC=C1F)C(CC)NS(=O)C(C)(C)C